(1R,2R)-1-((R)-5H-imidazo[5,1-a]isoindol-5-yl)spiro[3.3]heptan-2-ol C=1N=CN2C1C1=CC=CC=C1[C@H]2[C@@H]2[C@@H](CC21CCC1)O